[O+]1=CC[IH]C=C1 [1,4]oxiodinium